CC1=CC(=C(C=C1N)N)C dimethylbenzene-1,3-diamine